4-(4-chlorophenyl)-2-(perfluoroethyl)imidazo[1,2-a][1,8]naphthyridine-8-carbaldehyde ClC1=CC=C(C=C1)C=1C=2C=CC=3N(C2N=C(C1)C(C(F)(F)F)(F)F)C=C(N3)C=O